6-(3-Methoxy-2-methylphenyl)-2-(pyridin-2-yl)phthalazin-1(2H)-one COC=1C(=C(C=CC1)C=1C=C2C=NN(C(C2=CC1)=O)C1=NC=CC=C1)C